(S)-8-chloro-N-methyl-N-(4'-(3-(trifluoromethyl)morpholino)-[1,1'-biphenyl]-3-yl)-[1,2,4]triazolo[4,3-a]quinazolin-5-amine ClC1=CC=C2C(=NC=3N(C2=C1)C=NN3)N(C=3C=C(C=CC3)C3=CC=C(C=C3)N3[C@@H](COCC3)C(F)(F)F)C